N1(CCCC1)CC1=CC=2N(C=C1)C=NC2 7-(pyrrolidin-1-ylmethyl)imidazo[1,5-a]pyridine